3-(3-Bromo-4-hydroxyphenyl)-1-[4-(dimethylamino)phenyl]prop-2-en-1-one BrC=1C=C(C=CC1O)C=CC(=O)C1=CC=C(C=C1)N(C)C